methyl 2-(acetamidomethyl)-5-chloro-1-(phenyl sulfonyl)-1H-indole-6-carboxylate C(C)(=O)NCC=1N(C2=CC(=C(C=C2C1)Cl)C(=O)OC)S(=O)(=O)C1=CC=CC=C1